Tert-butyl ((S)-1,1-dicyclopropyl-3-oxo-3-((4-(((S)-2-oxo-4-(trifluoro-methyl)imidazolidin-1-yl)methyl)pyridin-2-yl)amino)propan-2-yl)carbamate C1(CC1)C([C@@H](C(NC1=NC=CC(=C1)CN1C(N[C@@H](C1)C(F)(F)F)=O)=O)NC(OC(C)(C)C)=O)C1CC1